NC1=NC=C(C#N)C(=C1)N1N=CC=N1 6-amino-4-(2H-1,2,3-triazol-2-yl)nicotinonitrile